N-Hexadecyl-D-Gluconamide CCCCCCCCCCCCCCCCNC(=O)[C@@H]([C@H]([C@@H]([C@@H](CO)O)O)O)O